The molecule is a very long-chain omega-3 fatty acid that is hexacosanoic acid having five double bonds located at positions 11, 14, 17, 20, 23 (the 11Z,14Z,17Z,20Z,23Z-isomer). It is an omega-3 fatty acid and a hexacosapentaenoic acid. It is a conjugate acid of an (11Z,14Z,17Z,20Z,23Z)-hexacosapentaenoate. CC/C=C\\C/C=C\\C/C=C\\C/C=C\\C/C=C\\CCCCCCCCCC(=O)O